BrC1=C(C=C(C=C1)Br)CC(=O)NC1=C(C=CC(=C1)OC(F)(F)F)F 2-(2,5-dibromophenyl)-N-(2-fluoro-5-(trifluoromethoxy)phenyl)acetamide